CC1(OC(C(C(O1)=O)C[C@H](C(C)C)NC(OC(C)(C)C)=O)=O)C tert-butyl (R)-(1-(2,2-dimethyl-4,6-dioxo-1,3-dioxan-5-yl)-3-methylbutan-2-yl)carbamate